FC(CN1N=CC2=C(C=CC=C12)N(C1=C2C(=NC(=N1)N)NN=C2C)CC)F N4-(1-(2,2-difluoroethyl)-1H-indazol-4-yl)-N4-ethyl-3-methyl-1H-pyrazolo[3,4-d]pyrimidine-4,6-diamine